C1CCC2=C(C=C3CCCC3=C12)NC(=O)N1[C@@](CCC1)(C)C=C (R,E)-N-((1,2,3,6,7,8-Hexahydro-as-indacen-4-yl)carbamoyl)-2-(2-methylpyrrolidin-2-yl)ethen